SODIUM (2R)-METHYLBUT-3-ENE-1-SULFINATE COS(=O)CCC=C.[Na]